1,3,5-tris(2-methyl-4-aminophenylamino)benzene CC1=C(C=CC(=C1)N)NC1=CC(=CC(=C1)NC1=C(C=C(C=C1)N)C)NC1=C(C=C(C=C1)N)C